C(C=1C(C(=O)OC(CCCCCC)CCC)=CC=CC1)(=O)OC(CCCCCC)CCC di(propylheptyl) phthalate